C1(=C(C=CC=C1)C1=CC(OC2=CC(=CC=C12)C(=O)O)=O)C 4-(o-tolyl)-2-oxo-chromene-7-carboxylic acid